1-decyl-3-methylimidazolium phosphate P(=O)([O-])([O-])[O-].C(CCCCCCCCC)N1C=[N+](C=C1)C.C(CCCCCCCCC)N1C=[N+](C=C1)C.C(CCCCCCCCC)N1C=[N+](C=C1)C